C1(=CC=CC=C1)NC(=O)C1=NN(C(C=C1C)=O)C1=CC(=C(C=C1)OC1=CC=NC2=CC(=C(C=C12)OC)OC)F N-phenyl-1-[4-(6,7-dimethoxyquinolin-4-yloxy)-3-fluorophenyl]-4-methyl-6-oxo-1,6-dihydropyridazine-3-carboxamide